(3,5-dichloro-4-methoxyphenyl)(spiro[benzo[b][1,4]oxazine-2,1'-cyclopropane]-4(3H)-yl)methanone ClC=1C=C(C=C(C1OC)Cl)C(=O)N1C2=C(OC3(CC3)C1)C=CC=C2